4-Cyclopropyl-N-((S)-2-((4-((4,4-dimethyl-2-oxoimidazolidin-1-yl)methyl)pyridin-2-yl)amino)-1-((1r,4S)-4-methylcyclohexyl)-2-oxoethyl)-1,2,5-oxadiazole-3-carboxamide C1(CC1)C=1C(=NON1)C(=O)N[C@H](C(=O)NC1=NC=CC(=C1)CN1C(NC(C1)(C)C)=O)C1CCC(CC1)C